tert-butyl N-[[1-(4-chloro-5-cyano-pyrimidin-2-yl)pyrrolidin-3-yl]methyl]carbamate ClC1=NC(=NC=C1C#N)N1CC(CC1)CNC(OC(C)(C)C)=O